1-Bromo-4-(1,1-dimethylethyl)-2-iodobenzene BrC1=C(C=C(C=C1)C(C)(C)C)I